(R)-N-((S)-1-(3-(difluoromethyl)-2-fluorophenyl)ethyl)-2-methylpropane-2-sulfinamide FC(C=1C(=C(C=CC1)[C@H](C)N[S@](=O)C(C)(C)C)F)F